C1(CCCCC1)[C@@H](C(=O)NC1=CC=C(C=C1)C=1C(=NN(C1C)COCC[Si](C)(C)C)C)NC(OC(C)(C)C)=O Tert-butyl (S)-(1-cyclohexyl-2-((4-(3,5-dimethyl-1-((2-(trimethylsilyl) ethoxy)methyl)-1H-pyrazol-4-yl)phenyl)amino)-2-oxoethyl)carbamate